FC1(CCN(CC1)C1=NC(=NC(=C1)C)NC(C1=C(C=C(C(=C1)C)NS(=O)(=O)CCO)N1CCC2(CC2)CC1)=O)F N-(4-(4,4-difluoropiperidin-1-yl)-6-methylpyrimidin-2-yl)-4-((2-hydroxyethyl)sulfonamido)-5-methyl-2-(6-azaspiro[2.5]octan-6-yl)benzamide